C(C)(=O)OCCOC(N[C@H](C(=O)NC=1C(N(C=CC1)CC=1NC2=C(C=CC=C2C1)CC(C)C)=O)CC\C=C\C(=O)N(C)C)=O (S,E)-2-(((7-(dimethylamino)-1-((1-((7-isobutyl-1H-indol-2-yl)methyl)-2-oxo-1,2-dihydropyridin-3-yl)amino)-1,7-dioxohept-5-en-2-yl)carbamoyl)oxy)ethyl acetate